4-methoxy-3-[3-(4-methyl-piperazin-1-yl)-propoxy]-aniline COC1=C(C=C(N)C=C1)OCCCN1CCN(CC1)C